4-chloro-2-fluoro-5-nitrobenzoic acid ClC1=CC(=C(C(=O)O)C=C1[N+](=O)[O-])F